3-{8-Chloro-3-methylimidazo[1,5-a]pyridin-6-yl}azetidine ClC=1C=2N(C=C(C1)C1CNC1)C(=NC2)C